(3R,4R)-1-(4,6-Difluoro-1-((5-methyl-1,3,4-thiadiazol-2-yl)methyl)-1H-benzo[d]imidazol-2-yl)-4-fluoropiperidin-3-amin FC1=CC(=CC=2N(C(=NC21)N2C[C@H]([C@@H](CC2)F)N)CC=2SC(=NN2)C)F